2,2-bis(3-amino-4-hydroxyphenyl)hexa-fluoropropane ethyl-3-(5-(ethoxycarbonyl)-2-nitro-1H-pyrrol-3-yl)isonicotinate C(C)OC(C1=C(C=NC=C1)C1=C(NC(=C1)C(=O)OCC)[N+](=O)[O-])=O.NC=1C=C(C=CC1O)C(C(F)(F)F)(C(F)(F)F)C1=CC(=C(C=C1)O)N